CN1N(C(C=C1C)=O)C=1C=C(C=CC1)C 1,5-Dimethyl-2-(m-tolyl)-1,2-dihydro-3H-pyrazol-3-one